OCN1N=CNC1=O (hydroxymethyl)-1H-1,2,4-triazol-5(4H)-one